nickel-iron-manganese silicate [Si]([O-])([O-])([O-])[O-].[Mn+2].[Fe+2].[Ni+2]